(E)-1-(3-hydroxy-4-difluoromethoxystyryl)-2,6-dimethylpyridin-4(1H)-one OC=1C=C(/C=C/N2C(=CC(C=C2C)=O)C)C=CC1OC(F)F